2-[(2-aminoethoxy)methyl]-4-(2-chlorophenyl)-6-methyl-1,4-dihydropyridine-3,5-dicarboxylic acid (RS)-3-ethyl 5-methyl ester COC(=O)C=1C(C(=C(NC1C)COCCN)C(=O)OCC)C1=C(C=CC=C1)Cl